FC=1C=C(CC[C@@]2(CN(CC2)C(C)(C)C2=NC=CC=C2)[C@H](C(F)(F)F)O)C=CC1F |o1:20| (R or S)-1-((R)-3-(3,4-difluorophenethyl)-1-(2-(pyridin-2-yl)propan-2-yl)pyrrolidin-3-yl)-2,2,2-trifluoroethan-1-ol